4-[7-(2-aminoethoxy)imidazo[1,2-a]pyridin-3-yl]-N-cyclopropyl-2-(difluoromethoxy)-6-methoxy-benzamide NCCOC1=CC=2N(C=C1)C(=CN2)C2=CC(=C(C(=O)NC1CC1)C(=C2)OC)OC(F)F